N-(5-((4-([1,1'-biphenyl]-3-yl)-5-chloropyrimidin-2-yl)amino)pyridin-3-yl)-10-(2-((1-(2,6-dioxopiperidin-3-yl)-2-oxo-1,2-dihydrobenzo[cd]indol-6-yl)oxy)acetamido)decanamide C1(=CC(=CC=C1)C1=NC(=NC=C1Cl)NC=1C=C(C=NC1)NC(CCCCCCCCCNC(COC=1C=2C3=C(C(N(C3=CC1)C1C(NC(CC1)=O)=O)=O)C=CC2)=O)=O)C2=CC=CC=C2